2-hydroxy-3-(1,3,4-trimethyl-9-oxo-9H-thioxanthene-2-yloxy)-N,N,N-trimethyl-1-propaneaminium chloride [Cl-].OC(C[N+](C)(C)C)COC1=C(C=2C(C3=CC=CC=C3SC2C(=C1C)C)=O)C